C(C=C)C=1C=C(C=CC1O)C(C)(C)C1=CC(=C(C=C1)O)CC=C 2,2-Bis(3-(2-propenyl)-4-hydroxyphenyl)propan